NCC(=O)[O-].NCC(=O)[O-].[Mn+2] manganese (II) bisglycinate